COC(=O)[C@@H]1CN(C[C@H]1OC)CC1=CC=CC=C1 trans-methyl-1-benzyl-4-methoxy-pyrrolidine-3-carboxylate